ClC1=CC=CC2=C1N(C[C@@H]1[C@@H](C(N2C)=O)N(C(C1)=O)C1=NC(=CC(=C1)C(F)(F)F)C)CCO (3ar,11as)-6-chloro-5-(2-hydroxyethyl)-10-methyl-1-(6-methyl-4-(trifluoromethyl)pyridin-2-yl)-1,3a,4,5,10,11a-hexahydro-2H-benzo[b]pyrrolo[2,3-f][1,4]diazocine-2,11(3H)-dione